tert-butyl {(1R,2S,5S)-2-amino-5-[(dimethylamino) carbonyl]cyclohexyl}carbamate N[C@@H]1[C@@H](C[C@H](CC1)C(=O)N(C)C)NC(OC(C)(C)C)=O